4-(5-(3-amino-8-azabicyclo[3.2.1]octane-8-yl)-8-(5-fluoro-3-methylbenzo[d]isoxazol-6-yl)imidazolo[1,2-c]pyrimidin-7-yl)-2-fluorobenzonitrile NC1CC2CCC(C1)N2C2=NC(=C(C=1N2C=CN1)C1=CC2=C(C(=NO2)C)C=C1F)C1=CC(=C(C#N)C=C1)F